NCC(CN1N=CN(C1=O)CC=1SC(=CC1)C=1C=NC(=NC1)NCCOC)=C(F)F 2-[2-(aminomethyl)-3,3-difluoro-allyl]-4-[[5-[2-(2-methoxyethylamino)pyrimidin-5-yl]-2-thienyl]methyl]-1,2,4-triazol-3-one